(S)-6-(3-(cyanomethyl)piperazin-1-yl)-N-(3-hydroxynaphthalen-1-yl)-2-(pyridin-4-yl)pyrimidine-4-carboxamide C(#N)C[C@H]1CN(CCN1)C1=CC(=NC(=N1)C1=CC=NC=C1)C(=O)NC1=CC(=CC2=CC=CC=C12)O